(R)-N-(4-(5-(difluoromethyl)-1,3,4-oxadiazol-2-yl)benzyl)-2-(3-(hydroxymethyl)pyrrolidin-1-yl)-N-phenylethane-1-sulfonamide FC(C1=NN=C(O1)C1=CC=C(CN(S(=O)(=O)CCN2C[C@@H](CC2)CO)C2=CC=CC=C2)C=C1)F